(5-amino-2-cyclopropoxyphenyl)methanol NC=1C=CC(=C(C1)CO)OC1CC1